C(C)(C)(C)OC(=O)N1N=C(C=C1)OC(COS(=O)(=O)C)(CC)C 3-((2-methyl-1-((methanesulfonyl)oxy)butan-2-yl)oxy)-1H-pyrazole-1-carboxylic acid tert-butyl ester